C1(CC1)CN1C[C@@H](N(CC1)C1=CN=C(S1)C1=NNC(=C1C(C)C)C=1C=C(C=2N(C1)N=CN2)OC)C (S)-5-(4-(cyclopropylmethyl)-2-methylpiperazin-1-yl)-2-(4-isopropyl-5-(8-methoxy-[1,2,4]triazolo[1,5-a]pyridin-6-yl)-1H-pyrazol-3-yl)thiazole